N-(4-fluoro-5-(5-fluoro-1-methyl-6-oxo-1,6-dihydropyridin-3-yl)-2-((3S,5R)-3,4,5-trimethylpiperazin-1-yl)phenyl)-4-(trifluoromethyl)-6-(2-(trimethylsilyl)ethoxy)nicotinamide FC1=CC(=C(C=C1C1=CN(C(C(=C1)F)=O)C)NC(C1=CN=C(C=C1C(F)(F)F)OCC[Si](C)(C)C)=O)N1C[C@@H](N([C@@H](C1)C)C)C